C(C1=CC=CC=C1)(=O)O.C(C1=CC=CC=C1)(=O)O.CNCC(CO)(C)C 3-(methyl)amino-2,2-dimethylpropan-1-ol dibenzoate